C1(CCCCC1)C1=CC2=C(C(CCO2)CN)C=C1 (7-cyclohexyl-3,4-dihydro-2H-1-benzopyran-4-yl)methylamine